1-(5-phenyl-1H-pyrrolo[2,3-b]pyridin-3-yl)-3-(4-(trifluoromethyl)phenyl)urea C1(=CC=CC=C1)C=1C=C2C(=NC1)NC=C2NC(=O)NC2=CC=C(C=C2)C(F)(F)F